CN(C=1C(C2=CC3=CC=CC=C3C=C2C(C1)=O)=O)C 2-(dimethylamino)anthracene-1,4-dione